(3,4-dimethoxyphenyl)methane-d COC=1C=C(C=CC1OC)C[2H]